N-(2-acrylamidoethyl)-[2,2'-bipyridine]-5-carboxamide C(C=C)(=O)NCCNC(=O)C=1C=CC(=NC1)C1=NC=CC=C1